3-(hydroxyphenyl)-3-phenylurea OC1=C(C=CC=C1)N(C(N)=O)C1=CC=CC=C1